NC1=CC=C(C=C1)N1C(CCC1)=O 1-(4-aminophenyl)-2-pyrrolidone